ClC1=C(C=CC=C1)CC(=O)NC1=CC(=NC=C1)C(=O)NC1(CCC1)C#N 4-[[2-(2-chlorophenyl)acetyl]amino]-N-(1-cyanocyclobutyl)pyridine-2-carboxamide